O1[C@@H]([C@@H](O)C(=O)C2=CC=C(O)C=C12)C1=CC=C(O)C=C1 5-deoxyaromadendrin